6-amino-5-(2,3-dichlorophenyl)-2-[(1R,7S,11r)-11-amino-1,7-dimethyl-9-azabicyclo[5.3.1]-undecan-9-yl]pyrimidine-4-carboxamide NC1=C(C(=NC(=N1)N1C[C@@]2(CCCCC[C@](C1)(C2N)C)C)C(=O)N)C2=C(C(=CC=C2)Cl)Cl